CC1(NC[C@H](C1)C)C |o1:4| (s)- or (R)-2,2,4-trimethylpyrrolidine